NC1=CC=C(C(=N1)C)N1C(C2=CC=CC=C2C1=O)=O 2-(6-amino-2-methylpyridin-3-yl)isoindole-1,3-dione